C1(CC1)C1=CC=CC=N1 6-cyclopropyl-pyridin